4,4'-bis(sulfoethynyl)biphenyl S(=O)(=O)(O)C#CC1=CC=C(C=C1)C1=CC=C(C=C1)C#CS(=O)(=O)O